S(=O)(=O)(O)C1=CC=C(C=C1)C(C)S(=O)(=O)O p-sulfophenyl-1-ethanesulfonic acid